C1(CCC1)N1N=C(C(=C1NC(CC1C(C1)(F)F)=O)C)C1(CC(C1)(F)F)C N-(1-cyclobutyl-3-(3,3-difluoro-1-methylcyclobutyl)-4-methyl-1H-pyrazol-5-yl)-2-(2,2-difluoro-cyclopropyl)acetamide